N-((5-(2,2-difluorocyclopropyl)-6-(thiazol-4-ylmethoxy)-1H-indol-2-yl)methyl)-1-methylcyclopropane-1-carboxamide FC1(C(C1)C=1C=C2C=C(NC2=CC1OCC=1N=CSC1)CNC(=O)C1(CC1)C)F